BrC=1C=C(C=2N(C1)C1=C(N2)CCC(C1)O)N1CCOCC1 2-bromo-4-morpholino-6,7,8,9-tetrahydrobenzo[4,5]imidazo[1,2-a]pyridin-8-ol